N,N-bis(3-dimethylaminopropyl)oxalamide CN(CCCN(C(C(=O)N)=O)CCCN(C)C)C